3-hydroxy-3,5-dimethyl-4-oxotetrahydrothiophene-2-carboxylic acid OC1(C(SC(C1=O)C)C(=O)O)C